3-(benzyloxy)-2-(1,3-dioxolan-2-yl)benzaldehyde C(C1=CC=CC=C1)OC=1C(=C(C=O)C=CC1)C1OCCO1